FC=1C=C(C=C(C1)F)CC(C)(C)NC([C@@H](C)NC(OC(C)(C)C)=O)=O tert-butyl (R)-(1-((1-(3,5-difluorophenyl)-2-methylpropan-2-yl)amino)-1-oxopropan-2-yl)carbamate